2,5-dimethylfuran-3-one CC1OC(=CC1=O)C